[N+](=[N-])=CC(CC[C@H](NC([C@@H](NC(CCOCCOCCNC(OCC1C2=CC=CC=C2C=2C=CC=CC12)=O)=O)CC(C)C)=O)C(=O)OC(C)(C)C)=O t-Butyl (15S,18S)-18-(4-diazo-3-oxobutyl)-1-(9H-fluoren-9-yl)-15-isobutyl-3,13,16-trioxo-2,7,10-trioxa-4,14,17-triazanonadecan-19-oate